5-fluoro-3-(2-(2-methylpyrrolidin-1-yl)ethyl)-1H-pyrrolo[2,3-b]pyridine FC=1C=C2C(=NC1)NC=C2CCN2C(CCC2)C